CN(C(CCCCCCCC)CCCCCCC\C=C/C\C=C/CCCCC)C (17Z,20Z)-N,N-dimethylhexacosane-17,20-dien-9-amine